(R)-2-(3,4-Dichlorobenzoyl)-3-methyl-1,2,3,4-tetrahydropyrido[4',3':3,4]pyrazolo[1,5-a]pyrazin-10(9H)-one ClC=1C=C(C(=O)N2CC=3C(=NN4C3C(NC=C4)=O)C[C@H]2C)C=CC1Cl